C1=C(C=CC2=CC=CC=C12)C=1C2=CC=CC=C2C(=C2C=CC(=CC12)C1=CC=C(C=C1)N1C(=NC2=C1C=CC=C2)C2=CC=CC=C2)C2=CC1=CC=CC=C1C=C2 1-(4-(9,10-bis(naphthalen-2-yl)anthracen-2-yl)phenyl)-2-phenyl-1H-benzo[d]Imidazole